NC1=NC2=CC(=CC=C2C=C1Cl)CN(C(=O)C=1C=NC(=CC1)C1CC1)C=1C(=NC=CC1)S(=O)(=O)C N-[(2-amino-3-chloroquinolin-7-yl)methyl]-6-cyclopropyl-N-(2-methanesulfonylpyridin-3-yl)pyridine-3-carboxamide